C(C)N(CC)C1=CC=NC=C1 4-(N,N'-diethylamino)pyridine